(Hexahydropyrrolo[3,4-c]pyrrol-2(1H)-yl)-N-(6-(1-methyl-1H-pyrazol-4-yl)pyridin-2-yl)-2-morpholinooxazolo[4,5-b]pyridine-6-carboxamide C1N(CC2C1CNC2)C2=C(C=C1C(=N2)N=C(O1)N1CCOCC1)C(=O)NC1=NC(=CC=C1)C=1C=NN(C1)C